CC1=NC(=NC(=C1)NC)NC=1C=C(C2=C(OCO2)C1)OS(=O)(=O)C(F)(F)F trifluoromethanesulfonic acid [6-[[4-methyl-6-(methylamino) pyrimidin-2-yl] amino]-1,3-benzodioxol-4-yl] ester